4-epoxy-6-methylcyclohexylmethyl-(3,4-epoxy-6-methylhexane) CC1CC(CC2C1O2)CCCC2C(CCC)O2